2-(2-chloro-4-fluoro-5-(3-methyl-2,6-dioxo-4-(trifluoromethyl)-3,6-dihydropyrimidin-1(2H)-yl)phenoxy)-N-(p-tolyl)acetamide ClC1=C(OCC(=O)NC2=CC=C(C=C2)C)C=C(C(=C1)F)N1C(N(C(=CC1=O)C(F)(F)F)C)=O